ClC1=NC=C(C(=O)NOC([2H])([2H])[2H])C(=C1)NC1=C(C=C(C=C1)C1CC1)N(S(=O)(=O)C)C 6-chloro-4-((4-Cyclopropyl-2-(N-methylmethanesulfonamido)phenyl)amino)-N-(methoxy-d3)nicotinamide